COC1=NC(=CC=C1NC(=O)C=1C(=NOC1C)C1=CC=CC=C1)C=1C=NC(=NC1)NC N-[2-Methoxy-6-[2-(methylamino)pyrimidin-5-yl]-3-pyridyl]-5-methyl-3-phenyl-isoxazole-4-carboxamide